Ethyl 4-amino-2-cyano-2-ethylbutanoate hydrochloride Cl.NCCC(C(=O)OCC)(CC)C#N